BrC=1C=C(C[Se]C2=CC=CC=C2)C=CC1 (3-bromobenzyl)(phenyl)selenium